3-(2-chloro-5-fluorophenyl)-1H-imidazo[4,5-c]pyridin-2(3H)-one ClC1=C(C=C(C=C1)F)N1C(NC2=C1C=NC=C2)=O